2,3-dihydrofuro[2,3-b]pyridine 7-oxide O1CCC=2C1=[N+](C=CC2)[O-]